4-Chloro-1-((5-phenylpent-1-en-2-yl)oxy)pyridin ClC1=CCN(C=C1)OC(=C)CCCC1=CC=CC=C1